(5-chloro-2-(difluoromethoxy)phenyl)methanol methyl-3-iodo-7-methoxy-imidazo[1,2-a]pyridine-6-carboxylate CC=1N=C2N(C=C(C(=C2)OC)C(=O)OCC2=C(C=CC(=C2)Cl)OC(F)F)C1I